FCCN1C=NC(=C1)C(=O)OCC ethyl 1-(2-fluoroethyl)-1H-imidazole-4-carboxylate